Pentaerythritol Tetraacetyl-Salicylate C(C)(=O)C=1C(=C(C(=C(C1C(=O)OCC(CO)(CO)CO)O)C(C)=O)C(C)=O)C(C)=O